(6-amino-3,5-difluoropyridin-2-yl)-8-chloro-6-fluoro-4-oxo-7-(4-(pyrrolidin-1-ylsulfonyl)phenyl)-1,4-dihydroquinoline-3-carboxamide NC1=C(C=C(C(=N1)N1C=C(C(C2=CC(=C(C(=C12)Cl)C1=CC=C(C=C1)S(=O)(=O)N1CCCC1)F)=O)C(=O)N)F)F